C(#N)C=1C=C(C(=O)N(C)C)C=C(C1C(C)(C)O)C1=CC2=C(NC=N2)C=C1 3-cyano-4-(2-hydroxypropan-2-yl)-N,N-dimethyl-5-(1H-benzimidazol-5-yl)benzamide